(R)-6-(trifluoromethyl)chroman-3-amine hydrochloride Cl.FC(C=1C=C2C[C@H](COC2=CC1)N)(F)F